3-(4,4-difluoro-3-methylpiperidin-1-yl)-7-fluoroquinoxaline-2-carboxylic acid ethyl ester C(C)OC(=O)C1=NC2=CC(=CC=C2N=C1N1CC(C(CC1)(F)F)C)F